(1-(5-(benzyloxy)pyridin-2-yl)piperidin-4-yl)carbamic acid tert-butyl ester C(C)(C)(C)OC(NC1CCN(CC1)C1=NC=C(C=C1)OCC1=CC=CC=C1)=O